Methyl 3-(4-(3,4-difluoro-2-(trifluoromethyl)phenyl)piperidine-1-carbonyl)-4,6-dihydropyrrolo[3,4-c]pyrazole-5(1H)-carboxylate FC=1C(=C(C=CC1F)C1CCN(CC1)C(=O)C=1C2=C(NN1)CN(C2)C(=O)OC)C(F)(F)F